3,7-dimethylnonan-1-ol CC(CCO)CCCC(CC)C